triflic acid 7,10-di-tert-butyldibenzo[f,h]isoquinolin-1-yl ester C(C)(C)(C)C1=CC=2C(=C3C=CN=C(C3=C3C2C=C(C=C3)C(C)(C)C)OS(=O)(=O)C(F)(F)F)C=C1